Cl[Si](N)(C)C chlorodimethyl-silaneamine